C(C)(C)(C)OC(=O)N[C@H]1CS(C2=C(N(C1=O)CC1=CC=C(C=C1)C#N)C=C(C(=C2)F)B(O)O)(=O)=O [(3R)-3-(tert-butoxycarbonylamino)-5-[(4-cyanophenyl)methyl]-8-fluoro-1,1,4-trioxo-2,3-dihydro-1λ6,5-benzothiazepin-7-yl]boronic acid